(3S,4S)-1-(4-(3-(hexylcarbamoyl)-4-octanoylpiperazine-1-carbonyl)benzoyl)-N3,N4-bis((1S,2R)-2-phenylcyclopropyl)pyrrolidine-3,4-dicarboxamide C(CCCCC)NC(=O)C1CN(CCN1C(CCCCCCC)=O)C(=O)C1=CC=C(C(=O)N2C[C@H]([C@@H](C2)C(=O)N[C@@H]2[C@H](C2)C2=CC=CC=C2)C(=O)N[C@@H]2[C@H](C2)C2=CC=CC=C2)C=C1